tert-Butyl 3-[[(1R)-1-[3,6-dimethyl-2-(1-methylpyrazol-4-yl)-4-oxo-chromen-8-yl]-ethyl]amino]-6-fluoro-pyridine-2-carboxylate CC1=C(OC2=C(C=C(C=C2C1=O)C)[C@@H](C)NC=1C(=NC(=CC1)F)C(=O)OC(C)(C)C)C=1C=NN(C1)C